CNCCN(CC1=C(N=C(S1)CN)C1=CC=C(C=C1)OC(F)(F)F)C N,N'-dimethyl-N'-(2-aminomethyl-4-(4-trifluoromethoxyphenyl)thiazol-5-yl-methyl)ethylenediamine